3-(7-bromo-2-chloro-8-fluoro-4-(4-oxopiperidin-1-yl)quinazolin-6-yl)propanenitrile BrC1=C(C=C2C(=NC(=NC2=C1F)Cl)N1CCC(CC1)=O)CCC#N